[Ni].[Cu].OC1=C(C=C(C=C1CN1C(C2=C(C1=O)CCCC2)=O)C)N2N=C1C(=N2)C=CC=C1 2-[2-hydroxy-3-(3,4,5,6-tetrahydrophthalimidomethyl)-5-methylphenyl]benzotriazole copper-nickel